4-bromo-3-(2-(dimethylamino)ethoxy)-2-nitroaniline BrC1=C(C(=C(N)C=C1)[N+](=O)[O-])OCCN(C)C